tert-butyl 3-(7-amino-6-fluoro-8-nitro-4-oxochroman-2-yl)pyrrolidine-1-carboxylate NC1=C(C=C2C(CC(OC2=C1[N+](=O)[O-])C1CN(CC1)C(=O)OC(C)(C)C)=O)F